FC=1C=C(C=C(C1)F)C(=C)C1=NNC2=NC(=CN=C21)N2CCC1(CC2)[C@@H](C2=CC=CC=C2C1)N (S)-1'-(3-(1-(3,5-difluorophenyl)vinyl)-1H-pyrazolo[3,4-b]pyrazin-6-yl)-1,3-dihydro-spiro[inden-2,4'-piperidin]-1-amine